N5-((3-exo)-8-(azetidin-3-ylmethyl)-8-azabicyclo[3.2.1]octan-3-yl)-N7-(5-methyl-1H-pyrazol-3-yl)-1,6-naphthyridine-5,7-diamine N1CC(C1)CN1C2CC(CC1CC2)NC=2C=1C=CC=NC1C=C(N2)NC2=NNC(=C2)C